C(CCC(=O)O)(=O)O.C(CCC(=O)O)(=O)O.ClC=1C=CC(=C(CN2C[C@@H](CC2)CN)C1)OC(C)C (S)-(1-(5-chloro-2-isopropoxybenzyl)pyrrolidin-3-yl)methanamine disuccinate